(rac)-tert-butyl 2-(4-isopropylphenyl)-4,5,5a,6,8,9-hexahydro-1,5,7,9a-tetraazabenzo[cd]azulene-7(3H)-carboxylate C(C)(C)C1=CC=C(C=C1)C1=NN2CCN(C[C@@H]3C2=C1CCN3)C(=O)OC(C)(C)C |r|